CN=C=NCCCN(C)C 1-methyl-3-(3-dimethylaminopropyl)-carbodiimide